5-bromo-2-iodobenzonitrile BrC=1C=CC(=C(C#N)C1)I